ClC=1C=C(C=CC1Cl)N1CCNCC1 1-(3,4-dichlorophenyl)piperazine